OCC1(CCN(CC1)C=1C=CC=2C(=NC(=CN2)NCC2=C3C(=CNC3=CC=C2)C)N1)CO [4-(hydroxymethyl)-1-(3-{[(3-methyl-1H-indol-4-yl)methyl]amino}pyrido[2,3-b]pyrazin-6-yl)piperidin-4-yl]methanol